(S)-2-(4-(4-chlorophenyl)-2,3,9-trimethyl-6H-thieno[3,2-f][1,2,4]triazolo[4,3-a][1,4]diazepin-6-yl)-N-(8-hydroxyoctyl)acetamide ClC1=CC=C(C=C1)C1=N[C@H](C=2N(C3=C1C(=C(S3)C)C)C(=NN2)C)CC(=O)NCCCCCCCCO